(S)-4-((1-(4-chloro-8-(2-fluoropyridin-4-yl)-1-oxo-2-phenyl-1,2-dihydroisoquinolin-3-yl)ethyl)amino)pyrido[2,3-d]pyrimidin-5(8H)-one ClC1=C(N(C(C2=C(C=CC=C12)C1=CC(=NC=C1)F)=O)C1=CC=CC=C1)[C@H](C)NC=1C2=C(N=CN1)NC=CC2=O